1-[(4S)-7,8-dichloro-6-(2,6-difluorophenyl)-4-methyl-4H-[1,2,4]triazolo[1,5-a][1,4]benzodiazepin-2-yl]azetidin-3-ol ClC1=C(C=CC2=C1C(=N[C@H](C=1N2N=C(N1)N1CC(C1)O)C)C1=C(C=CC=C1F)F)Cl